C(C=C)OC1=C(C=C(C(=C1)Cl)Cl)C(C1CCN(CC1)C(=O)OC(C)(C)C)=NS(=O)C(C)(C)C tert-butyl 4-((2-(allyloxy)-4,5-dichlorophenyl)((tert-butylsulfinyl)imino)methyl)piperidine-1-carboxylate